ClCCCON1C(C2=CC=CC=C2C1=O)=O 2-(3-chloropropoxy)isoindole-1,3-dione